5-bromo-N,1,3-trimethyl-1,3-dihydro-2H-benzo[d]imidazol-2-imine BrC1=CC2=C(N(C(N2C)=NC)C)C=C1